C(C=C)(=O)N1C[C@@H](N(C[C@H]1C)C=1C2=C(N(C(N1)=O)C1=C(C=CC=C1S(=O)(=O)C)C1CCC1)N=C(C(=C2)F)C2=C(C=CC=C2O)F)C 4-((2S,5R)-4-propenoyl-2,5-dimethylpiperazin-1-yl)-1-(2-cyclobutyl-6-(methylsulfonyl)phenyl)-6-fluoro-7-(2-fluoro-6-hydroxyphenyl)pyrido[2,3-d]pyrimidin-2(1H)-one